(S)-N-((R)-4-hydroxy-3-oxo-1-((R)-2-oxopyrrolidin-3-yl)butan-2-yl)-2-(3-methyl-4H-thieno[3,2-b]pyrrole-5-carbonyl)-2-azabicyclo[2.2.2]octane-3-carboxamide OCC([C@@H](C[C@@H]1C(NCC1)=O)NC(=O)[C@H]1N(C2CCC1CC2)C(=O)C2=CC1=C(N2)C(=CS1)C)=O